(1s,4s)-2'-{[benzyl(methyl)amino]methyl}-4-(3-chloroanilino)spiro[cyclohexane-1,1'-indene]-4-carboxylic acid C(C1=CC=CC=C1)N(C)CC=1C2(C3=CC=CC=C3C1)CCC(CC2)(C(=O)O)NC2=CC(=CC=C2)Cl